2-(6-chloro-1-oxo-4-prop-2-ylphthalazin-2-yl)-N-[(3R)-1-ethylpiperidin-3-yl]Acetamide ClC=1C=C2C(=NN(C(C2=CC1)=O)CC(=O)N[C@H]1CN(CCC1)CC)C(C)C